OC=1C2=C(N=CN1)NC=C2 4-hydroxy-7H-pyrrolo[2,3-d]pyrimidine